ketoisoleucine O=N[C@@H]([C@@H](C)CC)C(=O)O